Tert-butyl N-(6-hydrazinopyrimidin-4-yl)carbamate N(N)C1=CC(=NC=N1)NC(OC(C)(C)C)=O